BrC1(NC(C2=C(N1)C(=CS2)C)=O)SC 2-bromo-7-methyl-2-(methylthio)thieno[3,2-d]pyrimidin-4(3H)-one